NC1=C2C=NC(=NC2=CC(=C1F)C1=C(C2=C(OCCN2)N=C1)C)NC=1C=C(C=CC1OC)CC#N (3-{[5-amino-6-fluoro-7-(8-methyl-2,3-dihydro-1H-pyrido[2,3-b][1,4]oxazin-7-yl)quinazolin-2-yl]amino}-4-methoxyphenyl)acetonitrile